3,5-dichlorobenzyl 4-(((3-(5-oxo-4,5-dihydro-1,3,4-oxadiazol-2-yl)phenyl)amino)methyl)piperidine-1-carboxylate O=C1NN=C(O1)C=1C=C(C=CC1)NCC1CCN(CC1)C(=O)OCC1=CC(=CC(=C1)Cl)Cl